C(C)OCC1(CCN(CC1)CC1=CC2=C(NC(O2)=O)C=C1)CCC1=CC=CC=C1 6-((4-(ethoxymethyl)-4-phenethyl-piperidin-1-yl)methyl)benzo[d]oxazol-2(3H)-one